1-(6-methylpyridin-2-yl)-1,2-dihydro-3H-pyrazolo[3,4-d]Pyrimidin-3-one CC1=CC=CC(=N1)N1NC(C=2C1=NC=NC2)=O